(E)-2-(2-chlorophenyl)-N-(4-(N-((dimethylamino)methylene)sulfamoyl)-1-(2-methoxybenzyl)-2H-indazol-6-yl)acetamide ClC1=C(C=CC=C1)CC(=O)NC1=CC(=C2CNN(C2=C1)CC1=C(C=CC=C1)OC)S(/N=C/N(C)C)(=O)=O